ClC1=CC(=NC(=N1)SC)C1=CN=C(S1)N(C(OC(C)(C)C)=O)COCC[Si](C)(C)C tert-butyl N-{5-[6-chloro-2-(methylsulfanyl)pyrimidin-4-yl]-1,3-thiazol-2-yl}-N-{[2-(trimethylsilyl)ethoxy]methyl}carbamate